CN(C1=NC(=CC(=N1)C=1C=C(C#N)C=CC1)C=1N=NN(C1)CC1=NC(=CC=C1)C1(CCCC1)O)C m-[2-(dimethylamino)-6-(1-{[6-(1-hydroxycyclopentyl)-2-pyridinyl]methyl}-1H-1,2,3-triazol-4-yl)-4-pyrimidinyl]benzonitrile